C1(CCCCC1)C1(N=C(NN1)CC1=CC=C(C=C1)OC)C1CCN(CC1)C 4-(5-Cyclohexyl-3-(4-methoxybenzyl)-1H-1,2,4-triazol-5-yl)-1-methylpiperidin